N3,N3'-(5-Amino-3-iminopyridin-2,6(1H,3H)diyliden)bis{6,7-dimethyl-N2-[2-(morpholin-4-yl)ethyl]pyrazolo[1,5-a]pyridin-2,3-diamin} NC1=CC(C(NC1=NC=1C(=NN2C1C=CC(=C2C)C)NCCN2CCOCC2)=NC=2C(=NN1C2C=CC(=C1C)C)NCCN1CCOCC1)=N